C=C(C(=O)[O-])CSCCCCCCCCCCCC methylene-3-(laurylthio)propionate